2-(5-(4-chlorophenyl)-4-oxo-4,5-dihydro-3H-pyrrolo[3,2-d]pyrimidin-3-yl)-N-cyclopropylacetamide ClC1=CC=C(C=C1)N1C=CC=2N=CN(C(C21)=O)CC(=O)NC2CC2